CS(=O)(=O)C1=CC=C(OC2=CC=C(C=N2)N)C=C1 6-(4-(methylsulfonyl)phenoxy)pyridin-3-amine